C1=C(C=CC2=CC=CC=C12)NC([C@@H](N)CC(C)C)=O L-Leucine-β-naphthylamide